4-methoxy-2-nitroaniline COC1=CC(=C(N)C=C1)[N+](=O)[O-]